C(=C)OC1OCCCC1 2-vinyloxytetrahydropyran